2-ethyl-8-methyl-1-thia-4,8-diaza-spiro[4.5]decan-3-one C(C)C1SC2(NC1=O)CCN(CC2)C